N-(1-{3-[(3-morpholin-4-ylpropyl)oxy]phenyl}ethyl)pyrimidin-4-amine N1(CCOCC1)CCCOC=1C=C(C=CC1)C(C)NC1=NC=NC=C1